ethyl 2-(6-fluoro-5-((2-(imino(methylthio)methyl) pyridin-4-yl)oxy)-1-tosyl-1H-indol-4-yl)acetate FC1=C(C(=C2C=CN(C2=C1)S(=O)(=O)C1=CC=C(C)C=C1)CC(=O)OCC)OC1=CC(=NC=C1)C(SC)=N